FC1=C(C=CC=C1OC([2H])([2H])[2H])O 2-fluoro-3-(methoxy-d3)phenol